ClC1=C2N=C(N(C2=NC(=N1)C=1OC=CC1)C1OCCCC1)N1CCN(CC1)C1=C(C=C(C(=O)O)C=C1)F 4-(4-(6-chloro-2-(furan-2-yl)-9-(tetrahydro-2H-pyran-2-yl)-9H-purin-8-yl)piperazin-1-yl)-3-fluorobenzoic acid